methyl (2S)-5-amino-6-([7-[(tert-butoxy)carbonyl]-7-azaspiro[3.5]nonan-1-yl]amino)-2-methyl-1,2,3,4-tetrahydroquinoline-1-carboxylate NC1=C2CC[C@@H](N(C2=CC=C1NC1CCC12CCN(CC2)C(=O)OC(C)(C)C)C(=O)OC)C